BrC1=CC(=NC=C1)NN=C1CCCCCC1 4-Bromo-2-(2-cycloheptylidenehydrazinyl)pyridine